C(C(C)C)N(\N=C\C1=CC(=C(C=C1)B(O)O)OC)C1=NS(C2=C1C=C(C=C2)OC)(=O)=O [4-[(E)-[isobutyl-(5-methoxy-1,1-dioxo-1,2-benzothiazol-3-yl)hydrazono]methyl]-2-methoxy-phenyl]boronic acid